OCCN1N=NN(S1)CC1=C(N2C(C(C2OC1)OC)=O)C(=O)O 3-((4-(2-hydroxyethyl)-5-thia-4,5-dihydro-1H-tetrazol-1-yl)methyl)-7-methoxy-8-oxo-5-oxa-1-azabicyclo[4.2.0]oct-2-ene-2-carboxylic acid